(S)-6-(4-(1-acryloylpiperazin-2-yl)-6-chloropyridin-2-yl)-N-methylpyrimidine-4-carboxamide C(C=C)(=O)N1[C@H](CNCC1)C1=CC(=NC(=C1)Cl)C1=CC(=NC=N1)C(=O)NC